C(#C)[C@@]1(CC[C@H]2[C@@H]3[C@H](C[C@H]4C[C@H](CC[C@@]4([C@H]3CC[C@]12C)C)O)O)O (3S,5R,7S,8R,9S,10S,13S,14S,17R)-17-ethynyl-10,13-dimethylhexadecahydro-1H-cyclopenta[a]phenanthrene-3,7,17-triol